C[C@@H]1[C@H](C2=CC(=CC=C2C1)C)N (1R,2S)-2,6-dimethyl-2,3-dihydro-indene-1-amine